C(C)(C)NC(=O)C1=CC2=C(S1)C(=CC=C2)OC2=CC=C(C=C2)C(F)(F)F N-isopropyl-7-(4-(trifluoromethyl)phenoxy)benzo[b]thiophene-2-carboxamide